4-(2-hydroxyethyl)-1-piperazinepropionic acid OCCN1CCN(CC1)CCC(=O)O